tert-butyl 4-(6-((2,6-dioxopiperidin-3-yl)carbamoyl)-2-methoxypyridin-3-yl)piperazine-1-carboxylate O=C1NC(CCC1NC(=O)C1=CC=C(C(=N1)OC)N1CCN(CC1)C(=O)OC(C)(C)C)=O